C(C)N1C2=CC=CC=C2C=2C=C(C=CC12)N1N=NC=C1C=C 9-ethyl-3-(5-vinyl-1H-1,2,3-triazol-1-yl)-9H-carbazole